(1R)-1-(1,3-thiazol-2-yl)ethanol S1C(=NC=C1)[C@@H](C)O